N-[(3R,4R)-1-methyl-3-(trifluoromethyl)-4-piperidyl]-6-[3-(4-mesyl-2-anisidino)-1-propynyl]-1-(2,2,2-trifluoroethyl)-1H-1,3-benzimidazole-4-carboxamide CN1C[C@H]([C@@H](CC1)NC(=O)C1=CC(=CC=2N(C=NC21)CC(F)(F)F)C#CCNC=2C(OC)=CC=C(C2)S(=O)(=O)C)C(F)(F)F